tert-butyl 4-[4-[4-(2,6-dioxo-3-piperidinyl) phenyl]-1-piperidinyl]-piperidine-1-carboxylate O=C1NC(CCC1C1=CC=C(C=C1)C1CCN(CC1)C1CCN(CC1)C(=O)OC(C)(C)C)=O